tert-butyl 4-(3-fluoro-4-(4,4,5,5-tetramethyl-1,3,2-dioxaborolan-2-yl)benzyl)piperazine-1-carboxylate FC=1C=C(CN2CCN(CC2)C(=O)OC(C)(C)C)C=CC1B1OC(C(O1)(C)C)(C)C